FC(OC1=NC2=CC(=CC(=C2N=C1)C=1SC2=C(N1)C(=CC1=C2OC(CO1)CO)F)C)F (2-(2-(difluoromethoxy)-7-methylquinoxalin-5-yl)-4-fluoro-7,8-dihydro-[1,4]dioxino[2',3':3,4]benzo[1,2-d]thiazol-8-yl)methanol